S1C(=NC2=C1C=CC=C2)C=2C(=C(C(=C(C2C#N)N2C1=CC=CC=C1C=1C=C(C=CC21)C#N)N2C1=CC=CC=C1C=1C=C(C=CC21)C#N)N2C1=CC=CC=C1C=1C=C(C=CC21)C#N)N2C1=CC=CC=C1C=1C=C(C=CC21)C#N 9,9',9'',9'''-(5-(benzo[d]thiazol-2-yl)-6-cyanobenzene-1,2,3,4-tetrayl)tetrakis(9H-carbazole-3-carbonitrile)